FC=1C=C(C=C2COC(C12)=O)C#N 7-fluoro-1-oxo-1,3-dihydroisobenzofuran-5-carbonitrile